(3R)-2-[(4-chloro-2-methanesulfonylphenyl)methyl]-3-(4-chlorophenyl)-3-((1-[hydroxy(2H2)methyl]cyclopropyl)(2H2)methoxy)-6-(2-hydroxypropan-2-yl)-2,3-dihydro-1H-isoindol-1-one ClC1=CC(=C(C=C1)CN1C(C2=CC(=CC=C2[C@]1(OC([2H])([2H])C1(CC1)C([2H])([2H])O)C1=CC=C(C=C1)Cl)C(C)(C)O)=O)S(=O)(=O)C